2-Methoxy-5-phenyl-4,5-dihydro-1,3-oxazole COC=1OC(CN1)C1=CC=CC=C1